3-Methoxy-2-methyl-5-(4,4,5,5-tetramethyl-1,3,2-dioxaborolan-2-yl)pyridine COC=1C(=NC=C(C1)B1OC(C(O1)(C)C)(C)C)C